FC1=CC=C(C=C1)C=CC(=O)C1=C(C=CS1)C 5-(3-(4-fluorophenyl)acryloyl)-4-methylthiophene